ClC=1C=C(C=CC1)[C@@H]1N(C[C@H](CC1)C)C(C(=O)NC=1C=C(C=NC1)C(=O)N)=O |o1:7,10| Rel-5-[[2-[(2R,5S)-2-(3-chlorophenyl)-5-methyl-1-piperidyl]-2-oxo-acetyl]amino]pyridine-3-carboxamide